FC1=CC2=C(N=C(S2)OCC2N(C3CC(C2)C3)C(=O)C=3N=C(SC3C3=CC=CC=C3)C)C=C1 6-fluoro-2-{[2-(2-methyl-5-phenyl-1,3-thiazole-4-carbonyl)-2-azabicyclo[3.1.1]hept-3-yl]methoxy}-1,3-benzothiazole